acetolactam C1(CN1)=O